COC(C1=C(C=C(C=C1CCO)NC(=O)OC(C)(C)C)F)=O 4-((tert-Butoxycarbonyl)amino)-2-fluoro-6-(2-hydroxyethyl)benzoic acid methyl ester